C(C(C)C)OC=C(C)C1=CC(=CC=C1)C(=COCCOCCOCCC)C 1-(1-isobutoxyprop-1-en-2-yl)-3-(1-(2-(2-propoxyethoxy)ethoxy)prop-1-en-2-yl)benzene